(S,E)-(2-(Hydroxymethyl)-4-(methoxyimino)-2-methylpyrrolidin-1-yl)(2'-methyl-[1,1'-biphenyl]-4-yl)methanone OC[C@]1(N(C/C(/C1)=N/OC)C(=O)C1=CC=C(C=C1)C1=C(C=CC=C1)C)C